ClC=1C2=CN(N=C2C=CC1C1=CNC2=NC(=CN=C21)N2[C@@H]1[C@@H]([C@@H](C[C@H]2CC1)NC(OCC1=CC=CC=C1)=O)F)C |r| rac-Benzyl N-[(1S,2R,3R,5R)-8-[7-(4-chloro-2-methyl-2H-indazol-5-yl)-5H-pyrrolo[2,3-b]pyrazin-3-yl]-2-fluoro-8-azabicyclo[3.2.1]octan-3-yl]carbamate